4-(dimethylamino)-N-(4-(4,4,5,5-tetramethyl-1,3,2-dioxaborolan-2-yl)phenyl)piperidine-1-carboxamide CN(C1CCN(CC1)C(=O)NC1=CC=C(C=C1)B1OC(C(O1)(C)C)(C)C)C